tert-Butyl 4-(1-hydroxypropan-2-yl)-3-nitrobenzoate OCC(C)C1=C(C=C(C(=O)OC(C)(C)C)C=C1)[N+](=O)[O-]